1-(4-aminoindan-5-yl)-2-chloro-ethanone NC1=C2CCCC2=CC=C1C(CCl)=O